NC(C(CC(=O)O)O)CC1CCCCC1 γ-amino-β-hydroxycyclohexanepentanoic acid